N-[3-(2-chloro-5-fluorophenyl)-6-[cyclobutyl-(oxy)-λ4-thio]-2-[(4-methoxyphenyl)methyl]-1-oxo-2,3-dihydro-1H-isoindol-4-yl]-5-fluoro-3-(trifluoromethyl)benzamide ClC1=C(C=C(C=C1)F)C1N(C(C2=CC(=CC(=C12)NC(C1=CC(=CC(=C1)F)C(F)(F)F)=O)[SH2]OC1CCC1)=O)CC1=CC=C(C=C1)OC